N1C(=NC2=C1C=CC=C2)CNC(CSC=2NC1=CC=CC=C1C(N2)=O)=O N-(1H-benzimidazol-2-ylmethyl)-2-[(4-oxo-1H-quinazolin-2-yl)sulfanyl]acetamide